FC(S(=O)(=O)NC1=C(C=C(C=C1)C1=NNC(=C1C(=O)N)NC1=NC=CN=C1)O[C@H](C)C=1OC=CN1)F (R)-3-(4-((difluoromethyl)sulfonamido)-3-(1-(oxazol-2-yl)ethoxy)phenyl)-5-(pyrazin-2-ylamino)-1H-pyrazole-4-carboxamide